tert-butyl (2-(2-hydroxypropan-2-yl)-N-((3-methyl-1,2,3,5,6,7-hexahydrodicyclopenta[b,e]pyridin-8-yl)carbamoyl)thiazole-5-sulfonimidoyl)carbamate OC(C)(C)C=1SC(=CN1)S(=O)(=NC(NC1=C2C(=NC3=C1CCC3)C(CC2)C)=O)NC(OC(C)(C)C)=O